ClC1=CC=C(C=N1)C(C(C)N1N=C(C=C1)C(F)(F)F)=NNC=O 2-[1-(6-chloro-3-pyridinyl)-2-[3-(trifluoromethyl)-1H-pyrazol-1-yl]propylidene]hydrazinecarboxaldehyde